N-(cyclopropylmethyl)-5-(1-methyl-1H-benzo[d][1,2,3]triazol-6-yl)pyrrolo[2,1-f][1,2,4]triazin-2-amine C1(CC1)CNC1=NN2C(C=N1)=C(C=C2)C=2C=CC1=C(N(N=N1)C)C2